N-(1-(5-(2,6-dioxopiperidin-3-yl)pyridin-2-yl)piperidin-4-yl)-N-methylpiperidine-4-carboxamide O=C1NC(CCC1C=1C=CC(=NC1)N1CCC(CC1)N(C(=O)C1CCNCC1)C)=O